ClC1=C(C=CC=C1)C(=O)C1=CNC2=C1C1=C(OCC(N1)(C)C)C=N2 (2-chlorophenyl)(2,2-dimethyl-1,2,3,7-tetrahydropyrrolo[3',2':5,6]pyrido[3,4-b][1,4]oxazin-9-yl)methanone